ClCC(=O)N1C2=C(OC[C@@H]1C)N=C(C(=C2)CC2=CC=C(C=C2)F)NC(CCOC)=O (S)-N-(1-(2-chloroacetyl)-7-(4-fluorobenzyl)-2-methyl-2,3-dihydro-1H-pyrido[2,3-b][1,4]oxazin-6-yl)-3-methoxypropanamide